trans-4-((5-fluoro-4-(3-morpholinophenyl)pyrimidin-2-yl)amino)cyclohexane-1-carboxamide FC=1C(=NC(=NC1)N[C@@H]1CC[C@H](CC1)C(=O)N)C1=CC(=CC=C1)N1CCOCC1